3-benzylthiazol-2(3H)-imine C(C1=CC=CC=C1)N1C(SC=C1)=N